COC=1C=C(C=C(C1)OC)C#CN1CNC=2C(=C1N[C@@H]1CN(CCC1)C(C#CC)=O)C=NC2 (S)-3-(3,5-dimethoxyphenylethynyl)-4-(1-but-2-ynoylpiperidin-3-ylamino)-1H-pyrrolo[3,4-d]pyrimidine